6-(4-(2-HYDROXYPROPAN-2-YL)-1H-PYRAZOL-1-YL)-N-(6-METHOXY-1-METHYL-1H-INDAZOL-7-YL)PYRIDINE-3-SULFONAMIDE OC(C)(C)C=1C=NN(C1)C1=CC=C(C=N1)S(=O)(=O)NC=1C(=CC=C2C=NN(C12)C)OC